6-chloro-3-iodo-5-methyl-1H-pyrazolo[3,4-b]Pyrazine ClC1=C(N=C2C(=N1)NN=C2I)C